2-(tertbutoxycarbonylamino)ethyl 4-methylbenzenesulfonate CC1=CC=C(C=C1)S(=O)(=O)OCCNC(=O)OC(C)(C)C